7-(1-Benzofuran-5-yl)-6-chloro-3-((4-hydroxy-1-(1-methylcyclopropane-1-carbonyl)piperidin-4-yl)methyl)-3,7-dihydro-4H-pyrrolo[2,3-d]pyrimidin-4-one O1C=CC2=C1C=CC(=C2)N2C(=CC1=C2N=CN(C1=O)CC1(CCN(CC1)C(=O)C1(CC1)C)O)Cl